(chloromethanetriyl)tribenzene tert-Butyl-2-(2-(cyclopropanesulfonamido)pyrimidin-4-yl)-3-((4-(6-ethoxypyrazin-2-yl)phenyl)(4-methoxybenzyl)amino)-3-oxopropanoate C(C)(C)(C)OC(C(C(=O)N(CC1=CC=C(C=C1)OC)C1=CC=C(C=C1)C1=NC(=CN=C1)OCC)C1=NC(=NC=C1)NS(=O)(=O)C1CC1)=O.ClC(C1=CC=CC=C1)(C1=CC=CC=C1)C1=CC=CC=C1